COC1=C(C(=CC=C1)OC[C@@H]1CN(CCO1)C)C1=CC(=NN1)NC=1N=CC(=NC1)C#N (S)-5-((5-(2-methoxy-6-((4-methylmorpholin-2-yl)methoxy)phenyl)-1H-pyrazol-3-yl)amino)pyrazine-2-carbonitrile